4,5-Dihydro-2-(6-hydroxy-2-benzothiazolyl)-4-thiazolecarboxylic acid OC1=CC2=C(N=C(S2)C=2SCC(N2)C(=O)O)C=C1